methyl O-(tert-butyldimethylsilyl)-N-(2-(3-(isobutylcarbamoyl)piperidin-1-yl)thiazole-4-carbonyl)-L-serinate [Si](C)(C)(C(C)(C)C)OC[C@H](NC(=O)C=1N=C(SC1)N1CC(CCC1)C(NCC(C)C)=O)C(=O)OC